OC1=CC=C(C(/C=C/C2=CC=C(C=C2C)O)=O)C=C1 4',4-dihydroxy-6-methylchalcone